[Si].[Ce].[Cu] copper-cerium-silicon